seleno-glutathione N[C@H](C(=[Se])O)CCC(=O)N[C@@H](CS)C(=O)NCC(=O)O